[Na+].[Na+].O=C1CNC2=CC=C(C=C12)S(=O)(=O)[O-].O=C1CNC2=CC=C(C=C12)S(=O)(=O)[O-] 2,3-dihydro-3-oxo-1H-indole-5-sulfonic acid, disodium salt